ClC1=CC=C(C=C1)C1=C(N=C(N1)C1=CC=C(OCC=2C=C(C=CC2)S(=O)(=O)NC)C=C1)C 3-((4-(5-(4-chlorophenyl)-4-methyl-1H-imidazol-2-yl)phenoxy)methyl)-N-methylbenzenesulfonamide